1-((3aS,4R,5aS,11aR,11bR)-4-(Aminomethyl)-2,2-dimethyloctahydro-4H,11H-[1,3]dioxolo[4',5':4,5]pyrano[2,3-b][1,4]oxazocin-11-yl)ethan-1-one NC[C@@H]1[C@H]2[C@@H]([C@@H]3[C@@H](OCCCCN3C(C)=O)O1)OC(O2)(C)C